CNCCC[SiH2]CC(OCC)OCC gamma-N-methylaminopropyldiethoxyethylsilane